N-((1r,4r)-4-((tert-butyldimethylsilyl)oxy)cyclohexyl)-2-chloro-5-nitropyrimidin-4-amine [Si](C)(C)(C(C)(C)C)OC1CCC(CC1)NC1=NC(=NC=C1[N+](=O)[O-])Cl